2-((2-(3-aminopropyl)-3,4-difluorophenyl)amino)-5-fluoro-4-(trifluoromethyl)-benzoic acid methyl ester, trifluoroacetate salt FC(C(=O)O)(F)F.COC(C1=C(C=C(C(=C1)F)C(F)(F)F)NC1=C(C(=C(C=C1)F)F)CCCN)=O